3,3',3''-((nitrilotris(methylene))tris([3,3'-bipyridine]-5',5-diyl))tris(2-(pyrrolidin-3-yl)propanoic acid) N(CC=1C=C(C=NC1)C=1C=NC=C(C1)CC(C(=O)O)C1CNCC1)(CC=1C=C(C=NC1)C=1C=NC=C(C1)CC(C(=O)O)C1CNCC1)CC=1C=C(C=NC1)C=1C=NC=C(C1)CC(C(=O)O)C1CNCC1